CC1=CC(=NN1CC(=O)N1CCC(CC1)C=1SC=C(N1)C1OCC2=C(CO1)C=CC=C2CS(=O)(=O)O)C(F)(F)F.ClC2=CC=C(OC1CNC1)C=C2 3-(4-chlorophenoxy)azetidine 3-[2-(1-{[5-methyl-3-(trifluoromethyl)-1H-pyrazol-1-yl]acetyl}piperidin-4-yl)-1,3-thiazol-4-yl]-1,5-dihydro-2,4-benzodioxepin-6-yl-methanesulfonate